(tert-Butoxymethyl)-6-(3-chloro-6-(difluoromethyl)-2-fluorophenyl)pyrazine-2-carboxylic acid methyl ester COC(=O)C1=NC(=CN=C1COC(C)(C)C)C1=C(C(=CC=C1C(F)F)Cl)F